2-methoxyethyl-2H-pyrazole COCCN1N=CC=C1